COCOC1=C(C=CC=C1)C(=O)C1=C(C=CC=C1)OCOC bis(2-methoxymethoxy-phenyl)-methanone